C(C)(C)C1=C(NC2=CC=C(C=C12)[C@H]1[C@@H](C1)C(=O)N(C1N2CCC(C1)CC2)C)C2=CC(=NC=C2)C (1r,2r)-2-(3-isopropyl-2-(2-methylpyridin-4-yl)-1H-indol-5-yl)-N-methyl-N-(quinuclidin-2-yl)cyclopropane-1-carboxamide